Cl.FC=1C=C(C=C(C1)OC)C1=CC=C(C=N1)COCCCCCCN1C[C@@H]([C@H]([C@@H]([C@H](C1)O)O)O)O (3S,4R,5R,6S)-1-(6-{[6-(3-fluoro-5-methoxyphenyl)-3-pyridinyl]methoxy}hexyl)-3,4,5,6-azepanetetrol hydrochloride